(S)-2-(5-((4-((2-chloro-5-(5-(2-fluoropropan-2-yl)pyrimidin-2-yl)pyridin-4-yl)amino)butan-2-yl)oxy)-1,3-dimethyl-1H-pyrazol-4-yl)pyrimidin-4-amine ClC1=NC=C(C(=C1)NCC[C@H](C)OC1=C(C(=NN1C)C)C1=NC=CC(=N1)N)C1=NC=C(C=N1)C(C)(C)F